CC1=CC(=CC2=CC=CC=C12)[NH-] 4-methyl-β-naphthylamide